3-(1,4-diethyl-1H-pyrazol-5-yl)-5-fluorobenzoyl chloride C(C)N1N=CC(=C1C=1C=C(C(=O)Cl)C=C(C1)F)CC